NC=1C2=C(N=CN1)C(=CS2)C(=O)NC2=C1C=CN=C(C1=CC=C2C)CC2=CC=C(C=C2)F 4-amino-N-(1-(4-fluorobenzyl)-6-methylisoquinolin-5-yl)thieno[3,2-d]pyrimidine-7-carboxamide